5-(tert-butyl)-1,3-dihydrospiro[inden-2,3'-oxetan] C(C)(C)(C)C=1C=C2CC3(COC3)CC2=CC1